5-amino-3-(3-hydroxy-3-methylbutyl)-1-methyl-1H-benzo[d]imidazol-2(3H)-one NC1=CC2=C(N(C(N2CCC(C)(C)O)=O)C)C=C1